[Na].O=C([C@H](O)[C@@H](O)[C@H](O)[C@H](O)CO)O gluconic acid sodium